COCCOC([O-])C methoxyethoxyethoxide